ethyl 8-(3,5-dichlorophenyl)-4-morpholino-1,6-naphthyridine-3-carboxylate ClC=1C=C(C=C(C1)Cl)C=1C=NC=C2C(=C(C=NC12)C(=O)OCC)N1CCOCC1